C1(=CC=CC=C1)N1C2=NCCCN2CCC1 7-phenyl-1,5,7-triazabicyclo-[4.4.0]-dec-5-en